C1(CC1)COC=1C=C(C(=O)OC)C=CC1OC(F)F methyl 3-(cyclopropylmethoxy)-4-(difluoromethoxy)-benzoate